2-(2,6-dioxo-3-piperidyl)-5-fluoro-6-[2-[1-(4-nitrophenyl)-4-piperidyl]-2,8-diazaspiro[4.5]decan-8-yl]isoindoline-1,3-dione O=C1NC(CCC1N1C(C2=CC(=C(C=C2C1=O)F)N1CCC2(CCN(C2)C2CCN(CC2)C2=CC=C(C=C2)[N+](=O)[O-])CC1)=O)=O